2,3-dioxoindole O=C1NC2=CC=CC=C2C1=O